BrC=1C(=NC(=NC1)NC1=C(C=C(C(=C1)C=1C=NN(C1)C)N1CCC(CC1)N1CCN(CC1)C)OC)NC1=CC2=C(N=CS2)C=C1N(S(=O)(=O)C)C N-(6-((5-bromo-2-((2-methoxy-5-(1-methyl-1H-pyrazol-4-yl)-4-(4-(4-methylpiperazin-1-yl)piperidin-1-yl)phenyl)amino)pyrimidin-4-yl)amino)benzo[d]thiazol-5-yl)-N-methylmethanesulfonamide